C(C)C(CN1C(=C2C(N(C(=C2C1=O)C1=CC=C(S1)C1=CC=C(C=O)C=C1)CC(CCCC)CC)=O)C1=CC=C(S1)C1=CC=C(C=O)C=C1)CCCC 4,4'-((2,5-bis(2-ethylhexyl)-3,6-dioxo-2,3,5,6-tetrahydropyrrolo[3,4-c]pyrrole-1,4-diyl)bis(thiophene-5,2-diyl))dibenzoaldehyde